F[C@@H]1C[C@H](N(C1)C(=O)[C@@]1(OCCCC1)C(F)(F)F)C(=O)OC methyl (2S,4R)-4-fluoro-1-((R)-2-(trifluoromethyl)tetrahydro-2H-pyran-2-carbonyl)pyrrolidine-2-carboxylate